2,2'-bis(2-hydroxyethoxy)-6,6'-dimethyl-1,1'-binaphthyl OCCOC1=C(C2=CC=C(C=C2C=C1)C)C1=C(C=CC2=CC(=CC=C12)C)OCCO